tert-Butyl 4-((tetrahydro-2H-thiopyran-4-yl)amino)phenethylcarbamate S1CCC(CC1)NC1=CC=C(CCNC(OC(C)(C)C)=O)C=C1